4-(bis(4-methoxybenzyl)amino)-2-bromo-3-fluoro-6-methylbenzaldehyde COC1=CC=C(CN(C2=C(C(=C(C=O)C(=C2)C)Br)F)CC2=CC=C(C=C2)OC)C=C1